FC1=CC=C2C(CC(OC2=C1)(C)C)C(C)S(=O)(=O)N 1-(7-fluoro-2,2-dimethylchroman-4-yl)ethane-1-sulfonamide